2-(2,6-dimethoxypyridin-4-yl)propanoic acid COC1=NC(=CC(=C1)C(C(=O)O)C)OC